C(#N)C1=C(O[C@@H]2[C@@H](CN(CC2)C(=O)OC(C)(C)C)F)C=CC(=C1)C1=NC(=NC=C1)NC1=NC(=C(C=C1)N1CCN(CC1)C)OC tert-butyl (3R,4S)-4-[2-cyano-4-(2-[[6-methoxy-5-(4-methylpiperazin-1-yl)pyridin-2-yl]amino]pyrimidin-4-yl)phenoxy]-3-fluoropiperidine-1-carboxylate